ClC1=CC=C(C=C1)C1=N[C@H](C=2N(C3=C1C(=C(S3)C)C)C(=NN2)C)[C@H](C(=O)O)CC |r| (±)-(R)-2-((S)-4-(4-chlorophenyl)-2,3,9-trimethyl-6H-thieno[3,2-f][1,2,4]triazolo[4,3-a][1,4]diazepin-6-yl)butanoic acid